N,N'-ethylene-bis-maleimide C(CN1C(C=CC1=O)=O)N1C(C=CC1=O)=O